(R)-N-(3-(5-fluoro-2-((6-(2-methoxyethoxy)pyridin-3-yl)amino)pyrimidin-4-yl)-1H-indol-7-yl)-3-methoxy-2-(4-methylpiperazin-1-yl)propanamide FC=1C(=NC(=NC1)NC=1C=NC(=CC1)OCCOC)C1=CNC2=C(C=CC=C12)NC([C@@H](COC)N1CCN(CC1)C)=O